α-styrene-acrylonitrile C=C(C1=CC=CC=C1)C=CC#N